(1R,2R)-2-(2-Fluoro-4-((4-fluoro-1H-imidazol-1-yl)methyl)phenyl)cyclopropane-1-carboxylic acid FC1=C(C=CC(=C1)CN1C=NC(=C1)F)[C@H]1[C@@H](C1)C(=O)O